4-(((6-(dimethylamino)-1-methyl-1H-pyrazolo[3,4-d]pyrimidin-4-yl)amino)methyl)benzenesulfonamide CN(C1=NC(=C2C(=N1)N(N=C2)C)NCC2=CC=C(C=C2)S(=O)(=O)N)C